(Z)-(3-(1-(4-amino-2-fluorobut-2-en-1-yl)-6-(trifluoromethyl)-1H-benzo[d]imidazole-4-yl)-2-chlorophenyl)methanol hydrochloride Cl.NC\C=C(\CN1C=NC2=C1C=C(C=C2C=2C(=C(C=CC2)CO)Cl)C(F)(F)F)/F